(4S)-2-benzyl-6-chloro-4-methyl-3,4-dihydro-1H-2,7-naphthyridine C(C1=CC=CC=C1)N1CC2=CN=C(C=C2[C@@H](C1)C)Cl